C1CCC2=C(C=CC=C12)C1=C2C(=C3C(=NC(=NC3=C1)OC[C@H]1N(CCC1)C)N1C[C@@H](N(CC1)C(C(=C)F)=O)CC#N)OCCC2 2-((S)-4-(5-(2,3-dihydro-1H-inden-4-yl)-8-(((S)-1-methylpyrrolidin-2-yl)methoxy)-3,4-dihydro-2H-pyrano[2,3-f]quinazolin-10-yl)-1-(2-fluoroacryloyl)piperazin-2-yl)acetonitrile